C(CCCCCCC\C=C/C\C=C/CCCCC)(=O)OCC(COC(CCCCCCC\C=C/CCCCCCCC)=O)O 2-hydroxy-3-(oleoyloxy)propyl (9Z,12Z)-octadeca-9,12-dienoate